C(C)(=O)N1[C@H]([C@H](CCC1)NS(=O)(=O)C)CO[C@@H]1CC[C@@H](CC1)C1=C(C=CC=C1)OC(F)(F)F N-(cis-1-acetyl-2-(((cis-4-(2-(trifluoromethoxy)phenyl)-cyclohexyl)oxy)methyl)piperidin-3-yl)methanesulfonamide